FC1(C=2N(CCCC1)N=C1C2CN(CC1)C(=O)NC1=CC(=C(C=C1)F)C(F)(F)F)F 11,11-difluoro-N-(4-fluoro-3-(trifluoromethyl)phenyl)-3,4,8,9,10,11-hexahydro-1H-pyrido[4',3':3,4]pyrazolo[1,5-a]azepine-2(7H)-carboxamide